4-(((2-(trifluoromethyl)pyridin-3-yl)methyl)amino)pyrido[2,3-d]pyrimidin FC(C1=NC=CC=C1CNC=1C2=C(N=CN1)N=CC=C2)(F)F